C(#N)C=1C=C(C=CC1)CC(=O)NNC(C(=O)OCC)=N ethyl 2-(2-(2-(3-cyanophenyl)-acetyl) hydrazino)-2-iminoacetate